C1OCC2=CC(=CC=C12)N1C=C(C=CC1=O)C(=O)O 1-(1,3-Dihydroisobenzofuran-5-yl)-6-oxo-pyridine-3-carboxylic acid